tert-butyl 7-amino-8-((5-((4-(4-(methoxycarbonyl)-6-methylpyridin-2-yl)-1-methyl-1H-pyrazol-5-yl) oxy) pentyl) amino)-3,4-dihydroisoquinoline-2(1H)-carboxylate NC1=CC=C2CCN(CC2=C1NCCCCCOC1=C(C=NN1C)C1=NC(=CC(=C1)C(=O)OC)C)C(=O)OC(C)(C)C